FC1=C(C=CC2=C1N(C(=N2)C2=CC=C(C=C2)S(=O)(=O)C)C)C2CCN(CC2)C2CCN(CCC2)CC(C)C 7-Fluoro-6-(1-(1-isobutylazepan-4-yl)piperidin-4-yl)-1-methyl-2-(4-(methylsulfonyl)phenyl)-1H-benzo[d]imidazol